methyl bicyclo[2.2.2]octane-1-carboxylate C12(CCC(CC1)CC2)C(=O)OC